F[B-](F)(F)F.C1(=CC=CC=C1)NC=C1C(C(CC1)=CNC1=CC=CC=C1)=[N+](C1=CC=CC=C1)C1=CC=CC=C1 (2,5-bis((phenylamino)methylene)cyclopentylidene)-N-phenyl-anilinium tetrafluoroborate